(2S)-2-[9H-fluoren-9-ylmethoxycarbonyl(methyl)amino]-3-(3-fluorophenyl)propanoic acid C1=CC=CC=2C3=CC=CC=C3C(C12)COC(=O)N([C@H](C(=O)O)CC1=CC(=CC=C1)F)C